C1(=CC=CC=C1)[C@H](C#C)O (1S)-1-phenylprop-2-yn-1-ol